N-[(4,5-difluoro-1-{[2-(trimethylsilyl)ethoxy]methyl}-1H-benzimidazol-2-yl)methyl]-8-ethyl-N-(4-methoxybenzyl)-2-(morpholin-4-yl)pyrazolo[1,5-a][1,3,5]triazin-4-amine FC1=C(C=CC=2N(C(=NC21)CN(C2=NC(=NC=1N2N=CC1CC)N1CCOCC1)CC1=CC=C(C=C1)OC)COCC[Si](C)(C)C)F